C(CCCCCCC\C=C/CCCCCCCC)(=O)OC(CNC(OCCSSCCOCCN1CCCCCC1)=O)COC(CCCCCCC\C=C/CCCCCCCC)=O 1-(Azepan-1-yl)-11-oxo-3,10-dioxa-6,7-dithia-12-azapentadecane-14,15-diyl dioleate